5-[3-(4-methylpiperazin-1-yl)phenoxy]-2-nitroaniline CN1CCN(CC1)C=1C=C(OC=2C=CC(=C(N)C2)[N+](=O)[O-])C=CC1